(3S)-3-methyl-2,3,4,5-tetrahydro-1,4-benzoxazepine-8-carbonitrile C[C@H]1COC2=C(CN1)C=CC(=C2)C#N